N1=NC(=CC2=C1C1=C(CCC2)C=CC=C1)N1N=C(N=C1N)NC=1C=CC2=C(CCC(CC2)NC2CCCCC2)C1 1-(6,7-dihydro-5H-benzo[6,7]cyclohepta[1,2-c]pyridazin-3-yl)-N3-(7-cyclohexylamino-6,7,8,9-tetrahydro-5H-benzo[7]annulene-2-yl)-1H-1,2,4-triazole-3,5-diamine